C(C)(C)(C)OC(=O)NCC1=CC(=C(C=C1)NC(=O)C1=CC2=C(OCCC3=C2SC=C3)C=C1C=1C(=NC(=CC1)C(NC13CC2(CC(CC(C1)C2)C3)CC)=O)C(=O)OC)C methyl 3-(9-((4-(((tert-butoxycarbonyl)amino)methyl)-2-methylphenyl)carbamoyl)-4,5-dihydrobenzo[b]thieno[2,3-d]oxepin-8-yl)-6-(((1r,3s)-3-ethyladamantan-1-yl)carbamoyl)picolinate